C(#N)C=1C=CC(=NC1)COC1=CC=CC(=N1)C1CCN(CC1)CC1=NC2=C(N1C)C=C(C=C2OC(F)F)C(=O)O 2-((4-(6-((5-Cyanopyridin-2-yl)methoxy)pyridin-2-yl)piperidin-1-yl)methyl)-4-(difluoromethoxy)-1-methyl-1H-benzo[d]imidazole-6-carboxylic acid